[Cl-].[Cl-].C[SiH2][Ti+2](C1(C(=C(C(=C1)C)C)C)C)NC(C)(C)C methylsilyl(N-tert-butylamino)(tetramethylcyclopentadienyl)titanium dichloride